4-(5-(quinoxalin-6-yl)-3-(4'-(trifluoromethyl)-[1,1'-biphenyl]-4-yl)-4,5-dihydro-1H-pyrazol-1-yl)butanoic acid N1=CC=NC2=CC(=CC=C12)C1CC(=NN1CCCC(=O)O)C1=CC=C(C=C1)C1=CC=C(C=C1)C(F)(F)F